(S)-N-hydroxy-4-((isoquinolin-1-ylmethyl)(5,6,7,8-tetrahydroquinolin-8-yl)amino)butanamide ONC(CCCN([C@H]1CCCC=2C=CC=NC12)CC1=NC=CC2=CC=CC=C12)=O